3,4',5-trimethoxy-3'-hydroxystilbene COC=1C=C(C=C(C1)OC)C=CC1=CC(=C(C=C1)OC)O